COC1=C(C(=O)NC=2OC(=NN2)C2=CN=CS2)C=CC(=C1)OC 2,4-dimethoxy-N-(5-(thiazol-5-yl)-1,3,4-oxadiazol-2-yl)benzamide